6-[4-(difluoromethoxy)phenyl]-2-(3-fluorophenyl)-N-{(1R)-2-hydroxy-1-[(3S)-tetrahydrofuran-3-yl]ethyl}-3-oxo-2,3-dihydropyridazine-4-carboxamide FC(OC1=CC=C(C=C1)C=1C=C(C(N(N1)C1=CC(=CC=C1)F)=O)C(=O)N[C@@H](CO)[C@H]1COCC1)F